methyl-3-oxopyrazin CC1N=CC=NC1=O